N1CCC(CC1)C=1N=CC(=NC1)NC1C(NC(CC1)=O)=O 3-((5-(piperidin-4-yl)pyrazin-2-yl)amino)piperidine-2,6-dione